2-amino-5-(2-chloro-5-fluorophenyl)-4-oxo-4,5-dihydrofuran-3-yl phenylmethanesulfonate C1(=CC=CC=C1)CS(=O)(=O)OC1=C(OC(C1=O)C1=C(C=CC(=C1)F)Cl)N